3-(1-(1-(2,6-dioxopiperidin-3-yl)-3-methyl-2-oxo-2,3-dihydro-1H-benzo[d]imidazol-5-yl)piperidin-4-yl)propionic acid O=C1NC(CCC1N1C(N(C2=C1C=CC(=C2)N2CCC(CC2)CCC(=O)O)C)=O)=O